1',2'-dihydrospiro[cyclopentane-1,3'-pyrrolo[3,2-c]pyridine] N1CC2(C=3C=NC=CC31)CCCC2